BrC1=CC(=C(C=C1)/N=N/C=1C=C2C=C(COC2=CC1OC)C(=O)O)OC (E)-6-((4-bromo-2-methoxyphenyl)diazenyl)-7-methoxy-2H-chromene-3-carboxylic acid